NC1=C2C(=NC=N1)NN=C2C(=O)NC=2OC1=C(N2)C=C(C=C1)C1=CC=CC=C1 4-amino-N-(5-phenylbenzo[d]oxazol-2-yl)-1H-pyrazolo[3,4-d]pyrimidine-3-carboxamide